1-(2-bromo-4-fluorophenyl)ethanone BrC1=C(C=CC(=C1)F)C(C)=O